5-methyl-N-[6-(2-methylpyridin-3-yl)oxypyridin-3-yl]-6-(trifluoromethyl)-2,3-dihydroindole-1-carboxamide CC=1C=C2CCN(C2=CC1C(F)(F)F)C(=O)NC=1C=NC(=CC1)OC=1C(=NC=CC1)C